4-(1,4-dioxan-2-yl)-5-methylpyrimidine-2-carboxylic acid O1C(COCC1)C1=NC(=NC=C1C)C(=O)O